N-(2-chloro-6-fluoro-3-nitrophenyl)cyclopropanecarboxamide Tert-Butyl-2-chloro-4-methoxy-5,7-dihydro-6H-pyrrolo[3,4-d]pyrimidine-6-carboxylate C(C)(C)(C)OC(=O)N1CC=2N=C(N=C(C2C1)OC)Cl.ClC1=C(C(=CC=C1[N+](=O)[O-])F)NC(=O)C1CC1